(S)-4-(2-methylthiazol-5-yl)-N1-(oxetan-2-ylmethyl)benzene-1,2-diamine CC=1SC(=CN1)C=1C=C(C(=CC1)NC[C@H]1OCC1)N